1-((3aS,7aR)-6-(4-(7H-pyrrolo[2,3-d]pyrimidin-4-yl)-3,4-dihydro-2H-1,4-thiazine-6-carbonyl)octahydro-1H-pyrrolo[2,3-c]pyridin-1-yl)propan-1-one N1=CN=C(C2=C1NC=C2)N2CCSC(=C2)C(=O)N2C[C@H]1[C@@H](CC2)CCN1C(CC)=O